ClC1=C(C=CC=2N(C(N(C21)C)=O)C2C(N(C(CC2)=O)CC2=CC=C(C=C2)OC)=O)C2CCN(CC2)C(=O)OC(C)(C)C tert-butyl 4-[4-chloro-1-[1-[(4-methoxyphenyl)methyl]-2,6-dioxo-3-piperidyl]-3-methyl-2-oxo-benzimidazol-5-yl]piperidine-1-carboxylate